OC1=C(OC2=C(C1=O)C(=CC(=C2)O)O)C2=CC(=C(C=C2)O)OC2COC2 3,5,7-Trihydroxy-2-[4-hydroxy-3-(oxetan-3-yloxy)phenyl]benzopyran-4-one